methyl ((1R,3R)-3-(8-bromo-3-(methyl-d3)-2-oxo-6-(phenylsulfonyl)-3,6-dihydroimidazo[4,5-d]pyrrolo[2,3-b]pyridin-1(2H)-yl)cyclopentyl)carbamate BrC1=CN(C2=NC=C3C(=C21)N(C(N3C([2H])([2H])[2H])=O)[C@H]3C[C@@H](CC3)NC(OC)=O)S(=O)(=O)C3=CC=CC=C3